N-(2-((8-Chloro-1-(2,6-dichloro-4-fluorophenyl)-2-methyl-4-oxo-1,4-dihydro-1,6-naphthyridin-5-yl)oxy)ethyl)acetamide ClC=1C=NC(=C2C(C=C(N(C12)C1=C(C=C(C=C1Cl)F)Cl)C)=O)OCCNC(C)=O